ClC=1C=C(C=CC1C(=O)N1CCN(CC1)C(=O)C1CCNCC1)NC(=O)C=1N(C(=CN1)C=1C(=NC(=CC1)N(C)C)C)C N-[3-chloro-4-[4-(piperidine-4-carbonyl)piperazine-1-carbonyl]phenyl]-5-[6-(dimethylamino)-2-methyl-3-pyridinyl]-1-methyl-imidazole-2-carboxamide